3-chloro-5-fluorophenylcarbonyl chloride ClC=1C=C(C=C(C1)F)C(=O)Cl